4-hydroxy-6-{2-[5-(trifluoromethyl)pyridin-2-yl]ethyl}pyridazine-3(2H)-one OC=1C(NN=C(C1)CCC1=NC=C(C=C1)C(F)(F)F)=O